NC1=NC=C(C2=C1N=C(N=C2)C=2C=C(C=CC2)C#C[C@]2(C(N(CC2)C)=O)O)C=2C=NC(=CC2)C(F)(F)F (R)-3-[2-[3-[8-amino-5-[6-(trifluoromethyl)-3-pyridinyl]pyrido[3,4-d]pyrimidin-2-yl]phenyl]ethynyl]-3-hydroxy-1-methyl-pyrrolidin-2-one